ClC1=CC2=C(N=C(O2)C2=CC=C(C=C2)C=2N=C(C(=NC2)O)O)C=C1 5-(4-(6-chlorobenzo[d]oxazol-2-yl)phenyl)pyrazine-2,3-diol